OCCNC1=NC=NC=N1 2-Hydroxyethylamino-S-Triazin